2-(((R)-3-((2-((4-chloro-2-fluorobenzyl)oxy)-5-fluoropyrimidin-4-yl)amino)pyrrolidin-1-yl)methyl)-1-(((S)-oxetan-2-yl)methyl)-1H-benzo[d]imidazole-6-carboxylic acid ClC1=CC(=C(COC2=NC=C(C(=N2)N[C@H]2CN(CC2)CC2=NC3=C(N2C[C@H]2OCC2)C=C(C=C3)C(=O)O)F)C=C1)F